1-(3,4,5-trimethoxyphenyl)-9H-pyrido[3,4-b]indole-3-carboxamide COC=1C=C(C=C(C1OC)OC)C1=NC(=CC2=C1NC1=CC=CC=C21)C(=O)N